ClC1=C(C=C(C=C1)Cl)CC(=O)NC1CN(C(C1C)=O)C1=CC(=CC(=C1)F)F 2-(2,5-dichlorophenyl)-N-[1-(3,5-difluorophenyl)-4-methyl-5-oxopyrrolidin-3-yl]acetamid